C1(CC1)N1C=CC(C2=CC(=C(C=C12)OCCOC1OCCCC1)F)=O 1-cyclopropyl-6-fluoro-7-[2-(oxacyclohex-2-yloxy)ethoxy]-1,4-dihydroquinolin-4-one